(7-ethoxy-6-methoxy-1-(2-(5-methoxy-1H-indol-3-yl)ethyl)-3,4-dihydroisoquinolin-2(1H)-yl)(pyrazin-2-yl)methanone C(C)OC1=C(C=C2CCN(C(C2=C1)CCC1=CNC2=CC=C(C=C12)OC)C(=O)C1=NC=CN=C1)OC